(S)-3-(3-amino-5-(3-fluorophenyl)thiophene-2-carboxamido)piperidine-1-carboxylate NC1=C(SC(=C1)C1=CC(=CC=C1)F)C(=O)N[C@@H]1CN(CCC1)C(=O)[O-]